7-bromo-1-(2-chloro-5-fluorophenyl)-4-{[(E)-(dimethylamino)methylidene]amino}-2-[(4-methoxyphenyl)methyl]-2,3-dihydro-1H-pyrrolo[4,3-c]pyridin-3-one BrC=1C2=C(C(=NC1)/N=C/N(C)C)C(N(C2C2=C(C=CC(=C2)F)Cl)CC2=CC=C(C=C2)OC)=O